5'-chloro-N-[(4-ethyl-4H-1,2,4-triazol-3-yl)methyl]-N-methyl-7'-oxo-7',8'-dihydro-6'H-spiro[cyclohexane-1,9'-furo[2,3-f]quinazoline]-2'-carboxamide ClC=1C=C2C(=C3C4(NC(NC13)=O)CCCCC4)OC(=C2)C(=O)N(C)CC2=NN=CN2CC